ClC1=CC=C(C=C1)C=1C=C(C(N(N1)C=1C=NN(C1)C)=O)C(=O)NCC(C(F)(F)F)O (-)-6-(4-chlorophenyl)-2-(1-methyl-1H-pyrazol-4-yl)-3-oxo-N-(3,3,3-trifluoro-2-hydroxypropyl)-2,3-dihydropyridazine-4-carboxamide